FC(CN1C=NC2=C1C=C(C=C2)C=2C=CN1N=C(N=C(C12)OC)N[C@@H]1[C@@H](CN(CC1)CCOC)F)F 5-(1-(2,2-difluoroethyl)-1H-benzo[d]imidazol-6-yl)-N-((3R,4S)-3-fluoro-1-(2-methoxyethyl)piperidin-4-yl)-4-methoxypyrrolo[2,1-f][1,2,4]triazin-2-amine